5-chloro-2-(difluoromethyl)-N-((1r,4r)-4-((3-(3-fluorophenyl)-2-oxo-2,3-dihydro-1H-imidazo[4,5-c]pyridin-1-yl)methyl)cyclohexyl)nicotinamide ClC=1C=NC(=C(C(=O)NC2CCC(CC2)CN2C(N(C=3C=NC=CC32)C3=CC(=CC=C3)F)=O)C1)C(F)F